S1C(=NC=C1)C=1C=C(CN2CC3(CC2)CCN(CC3)C(=O)N3N=C(C=C3)C(=O)O)C=CC1 1-(2-(3-(thiazol-2-yl)benzyl)-2,8-diazaspiro[4.5]decane-8-carbonyl)-1H-pyrazole-3-carboxylic acid